3-methyl-2'-(methylthio)-5',8'-dihydro-6'H-spiro[indene-1,7'-quinazolin]-4'-ol CC1=CC2(CCC=3C(=NC(=NC3C2)SC)O)C2=CC=CC=C12